CC=1C=C2C(=CC(=C(C2=CC1)OC(C(=C)C)=O)OC)OC 6-methyl-2-methoxy-4-methoxy-1-methacryloyloxynaphthalene